COC(C(CC1=CC(=CC=C1)C(C1=CN=C(N1)C1=CC(=CC=C1)OC=1C(=C2C=CNC2=CC1)C)O)F)=O.C(CCC)N1C(CCCC1)C(=O)NC1=C(C=CC=C1C)C 1-butyl-N-(2,6-dimethyl-phenyl)piperidine-2-carboxamide Methyl-2-fluoro-3-(3-(hydroxy(2-(3-((4-methyl-1H-indol-5-yl)oxy)phenyl)-1H-imidazol-5-yl)methyl)phenyl)propanoate